C1(CCC1)N1CC(C(CC1)C)C(=O)C=1C=C2C=CC(=CC2=CC1)C#N 6-(1-cyclobutyl-4-methylpiperidine-3-carbonyl)-2-naphthonitrile